C1=C(C=C(C(=C1F)CC(=O)O)F)F trifluorophenylacetic acid